(2-Methoxypyrimidin-5-yl)-1-((5-(trifluoromethyl)-1H-pyrazol-3-yl)methyl)-3-(6-(trifluoromethyl)pyridin-2-yl)urea COC1=NC=C(C=N1)N(C(=O)NC1=NC(=CC=C1)C(F)(F)F)CC1=NNC(=C1)C(F)(F)F